ClC1=C(C=2N=C(N=C(C2C=N1)N1C[C@@]2(CCO2)CCC1)OC[C@@]12CCCN2[C@H](CC1)CO)F ((3R,7aR)-7a-(((7-chloro-8-fluoro-4-((S)-1-oxa-6-azaspiro[3.5]nonan-6-yl)pyrido[4,3-d]pyrimidin-2-yl)oxy)methyl)hexahydro-1H-pyrrolizin-3-yl)methanol